FC1=C(C(=C(C=C1C1=NC2=C(N1C1COC1)C=CC(=C2)N2CC(C2)O)OC)O)O 3-fluoro-4-(5-(3-hydroxyazetidin-1-yl)-1-(oxetan-3-yl)-1H-benzo[d]imidazol-2-yl)-6-methoxybenzene-1,2-diol